CC=1C=C(NC=2C3=C(N=CN2)C=NC(=N3)N3C2CN(CC32)C(C=C)=O)C=CC1OC1=CC3=C(N(N=N3)C)C=C1 1-[6-[4-[3-methyl-4-(1-methylbenzotriazol-5-yl)oxy-anilino]pyrimido[5,4-d]pyrimidin-6-yl]-3,6-diazabicyclo[3.1.0]hexan-3-yl]prop-2-en-1-one